ClC1=C(C=CC(=C1)NC(CCCCCCCCCCCCC)=O)C1=CC(OC2=CC(=CC=C12)O[C@@H](C(=O)N1C[C@H](CCC1)C(=O)O)C)=O (3S)-1-[(2R)-2-[4-[2-Chloro-4-(tetradecanoylamino)phenyl]-2-oxo-chromen-7-yl]oxypropanoyl]piperidine-3-carboxylic acid